(2S,3S)-diethyl-tartaric acid C(C)C(C(C(=O)O)(O)CC)(O)C(=O)O